C1OCC12CN(C2)CC(C(=O)N[C@H]2CN(CCC2)CC2=CC(=NC=C2)C(=O)NC2=CC=C(C=C2)C2=CC1=C(N=CN=C1N1CCOCC1)N2)=C (R)-4-((3-(2-((2-oxa-6-azaspiro[3.3]heptan-6-yl)methyl)acrylamido)piperidin-1-yl)methyl)-N-(4-(4-morpholino-7H-pyrrolo[2,3-d]pyrimidin-6-yl)phenyl)picolinamide